C1(=CC=CC=C1)N(C1=CC=2C3(C4=CC(=CC=C4C2C=C1)N(C1=CC=CC=C1)C1=CC=CC=C1)C1=CC(=CC=C1C=1C=CC(=CC13)N(C1=CC=CC=C1)C1=CC=CC=C1)N(C1=CC=CC=C1)C1=CC=CC=C1)C1=CC=CC=C1 2,2',7,7'-tetrakis-(diphenylamino)-9,9'-spirobifluorene